C1(=CC=C(C=C1)COC=1NC=C(N1)C(=O)O)C1=CC=CC=C1 2-([1,1'-biphenyl]-4-ylmethoxy)-1H-imidazole-4-carboxylic acid